p-cyanobiphenol ethylcyclohexylformate C(C)C1(CCCCC1)C(=O)O.C(#N)C=1C=C(C(=CC1)O)C=1C(=CC=CC1)O